(cyclopropylmethyl)-N-methyl-3-nitroaniline C1(CC1)CN(C1=CC(=CC=C1)[N+](=O)[O-])C